N-{4-[2-(2-chloro-6-fluorophenyl)acetylamino]pyridin-2-yl}-N-(4-fluorophenyl)butanamide ClC1=C(C(=CC=C1)F)CC(=O)NC1=CC(=NC=C1)N(C(CCC)=O)C1=CC=C(C=C1)F